(E)-N-(4-((3-chloro-4-(pyridin-4-yloxy)phenyl)amino)-3-cyano-7-ethoxyquinolin-6-yl)-4-(dimethylamino)but-2-enamide ClC=1C=C(C=CC1OC1=CC=NC=C1)NC1=C(C=NC2=CC(=C(C=C12)NC(\C=C\CN(C)C)=O)OCC)C#N